C(CC)(=O)ONCC=1C=C2C(=CN(C2=CC1)C1=NOC(=N1)C1=CC(=C(C=C1)OC(C)C)C#N)Cl (((3-chloro-1-(5-(3-cyano-4-isopropoxyphenyl)-1,2,4-oxadiazol-3-yl)-1H-indol-5-yl) methyl) amino) propanoate